6-[[6-(Diethylamino)-1,1-dimethyl-2H-xanthene-10-ium-3-yl]amino]hexanoic acid C(C)N(C=1C=C2[O+]=C3C=C(CC(C3=CC2=CC1)(C)C)NCCCCCC(=O)O)CC